FCC(CN(CCC(C(=O)O)NC(C(C)(C)C1=C(C=NC=C1OC)F)=O)CCCCC1=NC=2NCCCC2C=C1)OC 4-[[3-fluoro-2-methoxy-propyl]-[4-(5,6,7,8-tetrahydro-1,8-naphthyridin-2-yl)butyl]amino]-2-[[2-(3-fluoro-5-methoxy-4-pyridyl)-2-methyl-propanoyl]amino]butanoic acid